Cl.Cl.Cl.NC1=NC=C(C(=N1)N)CN1CCC2=CC(=CC=C12)C1=CC=CC2=C1OCC(N2C)=O 8-(1-((2,4-diaminopyrimidin-5-yl)methyl)indolin-5-yl)-4-methyl-2H-benzo[b][1,4]oxazin-3(4H)-one trihydrochloride